The molecule is a lignan that consists of a 3,4-dimethyloxolane ring substituted by 4-hydroxyphenyl groups at positions 2 and 5 respectively (the 2S,3R,4S,5S-stereoisomer). Isolated from the roots of Krameria lappacea, it exhibits anti-inflammatory activity. It has a role as a cyclooxygenase 1 inhibitor, a cyclooxygenase 2 inhibitor, a NF-kappaB inhibitor, an anti-inflammatory agent and a plant metabolite. It is a lignan, a member of phenols and a member of oxolanes. C[C@@H]1[C@@H]([C@H](O[C@@H]1C2=CC=C(C=C2)O)C3=CC=C(C=C3)O)C